CC1=C(C=NC(=C1)C(CC)=O)C=1C=2N(C3=CC(=NC=C3C1)NC(=O)C1CC1)C=CN2 N-[4-(4-methyl-6-propanoylpyridin-3-yl)imidazo[1,2-a]1,6-naphthyridin-8-yl]cyclopropanecarboxamide